N-[2-methoxy-4-(piperidin-4-yl)phenyl]-8-(2-methoxyphenyl)quinazolin-2-amine COC1=C(C=CC(=C1)C1CCNCC1)NC1=NC2=C(C=CC=C2C=N1)C1=C(C=CC=C1)OC